6-Piperidin-1-yl-hex-2-enoic acid [4-(3-chloro-4-fluoro-phenylamino)-7-methoxy-quinazolin-6-yl]-amide ClC=1C=C(C=CC1F)NC1=NC=NC2=CC(=C(C=C12)NC(C=CCCCN1CCCCC1)=O)OC